(R)-3-((5-fluoro-4-(2-methoxy-4-Methylphenyl)phthalazin-1-yl)amino)piperidine-1-carboxylic acid tert-butyl ester C(C)(C)(C)OC(=O)N1C[C@@H](CCC1)NC1=NN=C(C2=C(C=CC=C12)F)C1=C(C=C(C=C1)C)OC